O1[C@H](COCC1)CN1N=C2C3=C(C[C@H](C2=C1)C)OC(=C3C(F)(F)F)C(=O)NCC3=NC=C(C=N3)C (4R)-2-{[(2S)-1,4-Dioxan-2-yl]methyl}-4-methyl-N-[(5-methylpyrimidin-2-yl)methyl]-8-(trifluoromethyl)-4,5-dihydro-2H-furo[2,3-g]indazol-7-carboxamid